3-(3-((6-cyano-2-((5,7-dimethyl-1H-indol-4-yl)methyl)-2H-indazol-7-yl)oxy)-azetidin-1-yl)-2,2-dimethylpropanoic acid C(#N)C=1C=CC2=CN(N=C2C1OC1CN(C1)CC(C(=O)O)(C)C)CC1=C2C=CNC2=C(C=C1C)C